C1(=CC=CC=C1)N1C2=CC=CC=C2C=2C=C(C=CC12)N(C1=CC=CC=C1)C1=CC=2C3(C4=CC=CC=C4C2C=C1)C1=CC=CC=C1C1=CC=CC=C13 2-[N-(9-phenylcarbazole-3-yl)-N-phenylamino]Spiro-9,9'-bifluorene